C(C)(C)(C)OC(=O)N1CCN(CC1)C1CC(C1)C(=O)OC 4-(3-(methoxycarbonyl)cyclobutyl)piperazine-1-carboxylic acid tert-butyl ester